1-amino-3-[18F]fluorocyclobutane-1-carboxylic acid NC1(CC(C1)[18F])C(=O)O